C(C)C1=NC2=CC(=C(C=C2C(=N1)N1CC(C1)CCNS(N)(=O)=O)OC)OC 2-ethyl-6,7-dimethoxy-4-[3-[2-(sulfamoylamino)ethyl]azetidin-1-yl]quinazoline